6,7-diaminoquinoxaline NC=1C=C2N=CC=NC2=CC1N